CC1CN(CC1)C/C=C/C(=O)O (E)-4-(3-methylpyrrolidin-1-yl)but-2-enoic acid